BrCC=1C(=C(C=C2C=CN=CC12)F)F 8-(bromomethyl)-6,7-difluoroisoquinoline